FC1=CC=C(C=C1)S(=O)(=O)NC=1C(=NC=C(C1)C=1C=C2C(=NC=NC2=CC1)N1CCN(CC1)C(\C=C\C(C)=O)=O)OC (E)-4-fluoro-N-(2-methoxy-5-(4-(4-(4-oxopent-2-enoyl)piperazin-1-yl)quinazolin-6-yl)pyridin-3-yl)benzene-sulfonamide